ClC1=C(C=CC2=C1C(=N[C@H](C=1N2CC=CN1)C)C1=C(C=CC=C1F)F)C(F)(F)F (5S)-8-chloro-7-(2,6-difluorophenyl)-5-methyl-9-(trifluoromethyl)-5H-pyrimido[1,2-a][1,4]benzodiazepine